6'-(1-oxo-4,5-dihydro-3H-1λ6-isothiazol-1-yl)-[2,3'-bipyridine]-5-carbonitrile O=S1(=NCCC1)C1=CC=C(C=N1)C1=NC=C(C=C1)C#N